1-(2-bromophenyl)-N-(1,1-dimethoxypropan-2-ylidene)methylamine BrC1=C(C=CC=C1)CN=C(C(OC)OC)C